1-(4-(4-fluorophenyl)-3,4-dihydroquinoxalin-1(2H)-yl)-3-(1H-imidazol-1-yl)propan-1-one FC1=CC=C(C=C1)N1CCN(C2=CC=CC=C12)C(CCN1C=NC=C1)=O